5-fluoro-1-(1-(4-fluorophenyl)ethyl)-4-iodo-1H-pyrazole FC1=C(C=NN1C(C)C1=CC=C(C=C1)F)I